FC(C1=CC=C(C=N1)C1CN2[C@H](CO1)CN(CC2)C(=O)C2=C(C(=CC=C2)C=2C(=NNC2)F)Cl)(F)F [(9aS)-3-[6-(Trifluoromethyl)-3-pyridyl]-3,4,6,7,9,9a-hexahydro-1H-pyrazino[2,1-c][1,4]oxazin-8-yl]-[2-chloro-3-(3-fluoro-1H-pyrazol-4-yl)phenyl]methanon